NC1=NC=CC(=C1)OC1=CC=C(C=C1)N1C(N(CC1=O)C1=CC(=CC=C1)C(F)(F)F)=O 3-{4-[(2-amino-4-pyridinyl)oxy]phenyl}-1-[3-(trifluoromethyl)phenyl]-2,4-imidazolidinedione